[Cl-].C1OCC12CC(C2)[NH3+] 2-oxaspiro[3.3]heptan-6-aminium chloride